tert-butyl (2S)-2-[[1-(benzenesulfonyl)pyrrolo[3,2-c]pyridin-2-yl]methylcarbamoyl]pyrrolidine-1-carboxylate C1(=CC=CC=C1)S(=O)(=O)N1C(=CC=2C=NC=CC21)CNC(=O)[C@H]2N(CCC2)C(=O)OC(C)(C)C